2-[[3-Fluoro-6-(4-fluoro-3-methyl-phenyl)pyrazolo[4,3-b]pyridin-1-yl]methyl]-5-methyl-1,3,4-oxadiazole FC1=NN(C=2C1=NC=C(C2)C2=CC(=C(C=C2)F)C)CC=2OC(=NN2)C